BrC1=CC2=C(O[C@H](CN2)CCC(=O)OC)C=C1 methyl (S)-3-(6-bromo-3,4-dihydro-2H-benzo[b][1,4]oxazin-2-yl)propanoate